6-((2-amino-6-chloro-1-(1-isopropyl-1H-pyrazol-4-yl)-1H-indol-3-yl)thio)picolinic acid NC=1N(C2=CC(=CC=C2C1SC1=CC=CC(=N1)C(=O)O)Cl)C=1C=NN(C1)C(C)C